C(C1=CC=CC=C1)N1N=CC(=C1)C(=O)N1CC2(CN(C2)C(=O)[C@@H]2C(C2)(C)C)C(C1)C(=O)NNC(CC=1C=NC=NC1)=O 6-(1-benzyl-1H-pyrazole-4-carbonyl)-2-((S)-2,2-dimethylcyclopropane-1-carbonyl)-N'-(2-(pyrimidin-5-yl)acetyl)-2,6-diazaspiro[3.4]octane-8-carbohydrazide